FC1=CC=C(C=C1)C=1NC2=C(C(NC=3C=CC=CC23)=O)C1 (l)-2-(4-fluorophenyl)Azolo[4,5-c]Quinoline-4(5H)-one